ClC1=NC=CC(=N1)C1=NC=CC(=N1)N1CC2=CC=C(C=C2C1)F 2-(2'-Chloro-[2,4'-bipyrimidin]-4-yl)-5-fluoroisoindoline